(R)-4-(((3-methoxy-1-methylazetidin-3-yl)methyl)amino)-N-(1-(2-methyl-3-(trifluoromethyl)phenyl)ethyl)-6-oxo-1-(tetrahydro-2H-pyran-4-yl)-1,6-dihydropyridine-3-carboxamide COC1(CN(C1)C)CNC=1C(=CN(C(C1)=O)C1CCOCC1)C(=O)N[C@H](C)C1=C(C(=CC=C1)C(F)(F)F)C